C(C1=CC=CC=C1)[C@H]1N(CCCC(C1)(C)C)C1=NC(=CC(N1)=O)N1CCOCC1 (S)-2-(2-benzyl-4,4-dimethylazepan-1-yl)-6-morpholinopyrimidin-4(3H)-one